N1(N=CN=C1)CC1CN(CCC1)CC1=CN=C(S1)NC(C)=O N-(5-((3-((1H-1,2,4-triazol-1-yl)methyl)piperidin-1-yl)methyl)thiazol-2-yl)acetamide